FC1=C2C(=NN(C2=CC(=C1)F)C)C(=O)[O-].[Li+] Lithium 4,6-difluoro-1-methyl-1H-indazole-3-carboxylate